(S)-2-((1-(5-([1,1'-biphenyl]-3-yl)-1,2,4-oxadiazol-3-yl)ethyl)carbamoyl)-4-methoxypyridin-3-yl ethyl carbonate C(OC=1C(=NC=CC1OC)C(N[C@@H](C)C1=NOC(=N1)C=1C=C(C=CC1)C1=CC=CC=C1)=O)(OCC)=O